COC=1C=C(C=C(C1)C)NS([O-])(=O)=O.[Na+] Sodium N-(3-methoxy-5-methylphenyl)sulfamate